C(C)C1=NC=C(C=C1)N1N=CC(=C1)B1OC(C(O1)(C)C)(C)C 2-ethyl-5-[4-(4,4,5,5-tetramethyl-1,3,2-dioxaborolan-2-yl)pyrazol-1-yl]pyridine